(R)-4-((6'-Chloro-3-fluoro-5-((3-(2-hydroxypropan-2-yl)azetidin-1-yl)methyl)-[2,3'-bipyridin]-4'-yl)amino)butan-2-ol ClC1=CC(=C(C=N1)C1=NC=C(C=C1F)CN1CC(C1)C(C)(C)O)NCC[C@@H](C)O